COC1=C(C=CC(=C1)OC)\C=C/1\C(=NCCC1)C=1C=NC=CC1 3-[(3E)-3-[(2,4-dimethoxyphenyl)methylidene]-5,6-dihydro-4H-pyridin-2-yl]-pyridine